OC1=C(C=CC=C1)C=1SC[C@H](N1)C(=O)N(C)OC (R)-2-(2-hydroxyphenyl)-N-methoxy-N-methyl-4,5-dihydrothiazole-4-carboxamide